COC=1C=C2C(=CN1)N(C=C2)CCN(C)C 2-(5-methoxy-1H-pyrrolo[2,3-c]pyridin-1-yl)-N,N-dimethylethanamine